FC(OC1=CC=C(C=C1)/C=C/C(=O)C1=CC=C(C=C1)S(=O)(=O)NCCC(=O)O)F 3-[[4-[(E)-3-[4-(Difluoromethoxy)phenyl]prop-2-enoyl]phenyl]sulfonylamino]propanoic acid